5-(4-(trifluoromethyl)phenyl)piperidine-2-carboxylic acid FC(C1=CC=C(C=C1)C1CCC(NC1)C(=O)O)(F)F